COC1=C(C=C(C=C1)[C@@H](C)NC(C1=C(C=CC(=C1)N1CCN(CC1)C)C)=O)C=1C=C(SC1)C(=O)N(C)C 4-[2-Methoxy-5-[(1R)-1-[[2-methyl-5-(4-methylpiperazin-1-yl)benzoyl]amino]ethyl]phenyl]-N,N-dimethyl-thiophene-2-carboxamide